3-(1,1-dioxidotetrahydro-2H-thiopyran-4-yl)-3-(4-(4,4,5,5-tetramethyl-1,3,2-dioxaborolan-2-yl)phenyl)-7-(trifluoromethyl)indolin-2-one O=S1(CCC(CC1)C1(C(NC2=C(C=CC=C12)C(F)(F)F)=O)C1=CC=C(C=C1)B1OC(C(O1)(C)C)(C)C)=O